3-(5-bromo-1H-indol-3-yl)-1-methyl-1H-pyrrolo[2,3-c]pyridin-7-ol BrC=1C=C2C(=CNC2=CC1)C1=CN(C2=C(N=CC=C21)O)C